ClC=1C=C(C=2N(N1)C=CN2)N2CC(C2)C=2C=C(C(=O)OC)C=CC2 Methyl 3-(1-(6-chloroimidazo[1,2-b]pyridazin-8-yl)azetidin-3-yl)benzoate